Br[C@@H](C(=O)N)C |r| (±)-2-bromopropanamide